(2,6-Dichloropyridin-4-yl)methyl (S)-2-(methylamino)heptanoate hydrochloride Cl.CN[C@H](C(=O)OCC1=CC(=NC(=C1)Cl)Cl)CCCCC